4-methyl-2-[[4-(4-methyl-1-piperazinyl)-6-[methyl-(3-pyridinylmethyl)amino]-2-pyrimidinyl]amino]-5-thiazolecarboxylic acid, ethyl ester CC=1N=C(SC1C(=O)OCC)NC1=NC(=CC(=N1)N1CCN(CC1)C)N(CC=1C=NC=CC1)C